O1C[C@H](CC1)CN 1-[(3R)-oxolan-3-yl]methanamine